C(#N)C=1C=CC=C2C(=NC(=NC12)C=1N(C=NC1)C)C(=O)N[C@@H]1CC[C@H](CC1)OC 8-cyano-2-(3-methylimidazol-4-yl)-N-[(trans)-4-methoxycyclohexyl]quinazoline-4-carboxamide